N-(4-((2-(1,1-difluoroethyl)-6-methylpyrimidin-4-yl)amino)-5-(4-methylpyrimidin-2-yl)pyridin-2-yl)acetamide FC(C)(F)C1=NC(=CC(=N1)NC1=CC(=NC=C1C1=NC=CC(=N1)C)NC(C)=O)C